2,3-dihydropyridine-1-carboxylate N1(CCCC=C1)C(=O)[O-]